1,3-diphenylprop-2-yne-1-one-O-methyl oxime CON=C(C#CC1=CC=CC=C1)C1=CC=CC=C1